C12(CCC1)NCC1CCCN1CCNCCNCCN1CCC=CCC(NCCNCCNCCNCCC(NCCNC2)C(=O)N)C1 spiro[1,4,7,10,16,19,22,26,29,32,35-undecazatricyclo[34.5.1.010,14]dotetracont-38-ene-17,1'-cyclobutane]-23-carboxamide